N=1N(N=NC1)C1CCC(CC1)OC1=C2C=CC=NC2=CC(=N1)N1CCOCC1 4-(5-(((1s,4s)-4-(2H-tetrazol-2-yl)cyclohexyl)oxy)-1,6-naphthyridin-7-yl)morpholine